CNCC(CC=1SC=CC1)=O 3-(methylamino)-1-(thiophen-2-yl)acetone